C(=O)O.N1NNCCCCCCCCCC1 Triazacyclotridecane formate salt